CC1(OC2=C(O1)C=CC(=C2)C[C@@H](C(=O)OC)NC(C(F)(F)F)=O)C methyl (2S)-3-(2,2-dimethyl-1,3-benzodioxol-5-yl)-2-(2,2,2-trifluoroacetamido)propanoate